FC1=CC=C(C=C1)C1(NC2=CC=C(C=C2)C)C(C=CC=C1)C (E)-1-(4-fluorophenyl)-N-(p-tolyl)toluidine